Cl.FC=1C(=C2C3=C(NC2=C(C1)C(=O)N)CCCCC3)C3CNCCC3 2-fluoro-1-(piperidin-3-yl)-5,6,7,8,9,10-hexahydrocyclohepta[b]Indole-4-carboxamide hydrochloride